C(=O)(OC(C)(C)C)C(C(=O)O)(CC)N Boc-2-aminobutanoic acid